2,4,6-triphenylmercaptopyridinium hexafluorophosphate F[P-](F)(F)(F)(F)F.C1(=CC=CC=C1)SC1=[NH+]C(=CC(=C1)SC1=CC=CC=C1)SC1=CC=CC=C1